BrC1=C(C(=C(C(=C1)OC([2H])([2H])[2H])F)F)F 1-Bromo-2,3,4-trifluoro-5-(methoxy-d3)benzene